C(C)(=O)C1=C(C=C(C=C1)Cl)N1CON(CC1)C(C(=O)O)CC1=CC=CC=C1 2-(4-(2-Acetyl-5-chlorophenyl)-2-oxapiperazin-1-yl)-3-phenylpropionic acid